[Na].NC1=C2C=C(C=C(C2=CC=C1N)S(=O)(=O)O)S(=O)(=O)O 5,6-diaminonaphthalene-1,3-disulfonic acid sodium